O[C@H]1C[C@H]2C[C@H]([C@H]3[C@@H]4CC[C@H]([C@@H](CCC(=O)O)C)[C@]4([C@H](C[C@@H]3[C@]2(CC1)C)O)C)O 3α,7α,12α-trihydroxy-5β-cholan-24-oic acid